BrC=1C=C2C(C(NC(C2=C(C1)F)=O)OC)F 6-bromo-4,8-difluoro-3-methoxy-3,4-dihydroisoquinolin-1(2H)-one